COC(=O)C1(CCC2(C(=CC3=CC=CC(=C23)F)Br)CC1)NC1=CC(=CC=C1)Cl (1s,4s)-2'-bromo-7'-fluoro-4-(3-chloroanilino)spiro[cyclohexane-1,1'-indene]-4-carboxylic acid methyl ester